N-(6-anilinopyridazin-4-yl)-2-(2-chloro-3-fluorophenyl)acetamide N(C1=CC=CC=C1)C1=CC(=CN=N1)NC(CC1=C(C(=CC=C1)F)Cl)=O